2-(3-iodopropyl)-2,4,8-trimethyl-1,3,6-trioxa-2-silacyclooctane ICCC[Si]1(OC(COCC(O1)C)C)C